BrC1=NC=C(C=2N1C=NN2)O 5-bromo-[1,2,4]triazolo[4,3-c]pyrimidin-8-ol